CN1C(=NN=C1)S[C@@H](C)C=1C=C(C=CC1)N1N=CC(=N1)C=1C=C(C(=O)N)C=CC1 (S)-3-(2-(3-(1-(4-methyl-4H-1,2,4-triazol-3-ylsulfanyl)ethyl)phenyl)-2H-1,2,3-triazol-4-yl)benzamide